BrCCCCC1=CC2=C(N(C(N2C)=O)C2C(NC(CC2)=O)=O)C=C1 3-[5-(4-bromo-butyl)-3-methyl-2-oxo-1,3-benzodiazol-1-yl]piperidine-2,6-dione